[2-Chloro-4-fluoro-5-(7-morpholin-4-yl-quinazolin-4-yl)phenyl]-imidazo[1,2-b]pyridazin-6-ylmethanol ClC1=C(C=C(C(=C1)F)C1=NC=NC2=CC(=CC=C12)N1CCOCC1)C(O)C=1C=CC=2N(N1)C=CN2